NC1(CC(C(=O)NC2=CC=CC=C2)=CC=C1)N 3,3-Diaminobenzanilide